FC1(C=CC2=CC=CC=C12)C 3-fluoro-3-methyl-indene